4-[3-(1,3-benzodioxol-5-yl)imidazo[1,2-a]pyrazin-6-yl]-N-[3-(dimethylamino)propyl]benzamide pyrrole-3,4-dicarboxylate N1C=C(C(=C1)C(=O)O)C(=O)O.O1COC2=C1C=CC(=C2)C2=CN=C1N2C=C(N=C1)C1=CC=C(C(=O)NCCCN(C)C)C=C1